Cl.FC=1C=C2CN(CC2=CC1)C(CNC12CC3(C[C@@H](C[C@H](C1)C3)C2)NC(C2=CC=C(C=C2)C=2SC=CC2)=O)=O N-((1s,3r,5R,7S)-3-((2-(5-fluoroisoindolin-2-yl)-2-oxoethyl)amino)adamantan-1-yl)-4-(thiophen-2-yl)benzamide hydrochloride